C1(=CC=CC2=CC=CC=C12)C(=O)OC1=C(C=CC=C1)OC 2-methoxyphenyl 1-naphthoate